3-vaccenoylglycero-1-phospho-glycerol C(CCCCCCCCC\C=C\CCCCCC)(=O)OCC(COP(=O)(O)OCC(O)CO)O